NC1=C2N=CN(C2=NC(=N1)F)[C@H]1[C@H]([C@@H]([C@@](O1)(CC)CO)O[Si](C)(C)C(C)(C)C)F [(2R,3R,4S,5R)-5-(6-amino-2-fluoropurin-9-yl)-3-[(tert-butyldimethylsilyl)oxy]-2-ethyl-4-fluorooxolan-2-yl]methanol